4,4'-butylidenebis(6-tertbutyl-m-cresol) C(CCC)(C=1C(=CC(=C(C1)C(C)(C)C)O)C)C=1C(=CC(=C(C1)C(C)(C)C)O)C